C1N(CCC2=CC=CC=C12)[C@H]1[C@@H](CN(CC1)C1=NC=NC(=C1)OC1=CC=C(C=C1)C(F)(F)F)O trans-4-(3,4-dihydroisoquinolin-2(1H)-yl)-1-(6-(4-(trifluoromethyl)phenoxy)pyrimidine-4-yl)piperidin-3-ol